CC1=C(C=CC=C1OCCCN1C[C@@H](CC1)O)C1=C(C(=CC=C1)OCCCN1CCN(CC1)C1=NC=CC=C1)C (R)-1-(3-((2,2'-dimethyl-3'-(3-(4-(pyridin-2-yl)piperazin-1-yl)propoxy)-[1,1'-biphenyl]-3-yl)oxy)propyl)pyrrolidin-3-ol